CONCC1=CC=C(C=C1)C(F)(F)F O-methyl-N-(4-(trifluoromethyl)benzyl)hydroxylamine